FC1(C(OC2=C(C(=C(C(=C2F)F)OC2(C(C(C(C(=C2F)F)C(=O)O)(C(=O)O)F)(F)F)F)F)F)(C(=C(C(C1(C(=O)O)F)C(=O)O)F)F)F)F 1,4-bis(2,5,6-trifluoro-3,4-dicarboxytrifluorophenoxy)tetrafluorobenzene